CN1N=CC(=C1C)C1=CC2=C(C(N(C=C2C2=CC(N(C=C2OC2=C(C=CC=C2C)C)C2COC2)=O)C)=O)N1 2-(1,5-dimethyl-1H-pyrazol-4-yl)-4-(5-(2,6-dimethylphenoxy)-1-(oxetan-3-yl)-2-oxo-1,2-dihydropyridin-4-yl)-6-methyl-1,6-dihydro-7H-pyrrolo[2,3-c]pyridin-7-one